N-(3-carbamoyloxolan-3-yl)-5-(2,2-difluoroethoxy)-2-methyl-1-benzofuran-3-carboxamide C(N)(=O)C1(COCC1)NC(=O)C1=C(OC2=C1C=C(C=C2)OCC(F)F)C